C(C)OC(=O)C1=CN=C(N1C(C1=CC=CC=C1)C)S (+)-1-[(1R)-(alpha-methylbenzyl)]-2-mercapto-1H-imidazole-5-carboxylic acid ethyl ester